C(C)[C@]1(C(OCC=2C(N3CC=4C(=NC=5C=C(C(=C6C5C4[C@H](CC6)NCC6CCNCC6)C)F)C3=CC21)=O)=O)O (1S,9S)-9-ethyl-5-fluoro-9-hydroxy-4-methyl-1-((piperidin-4-ylmethyl)amino)-1,2,3,9,12,15-hexahydro-10H,13H-benzo[de]pyrano[3',4':6,7]indolizino[1,2-b]quinoline-10,13-dione